C(=O)O.C(#N)C1=CC(=C(OCC2=CC=CC(=N2)OC2CCN(CC2)CC2=NC3=C(N2CC2=CN=C(N2C)C)C=C(C=C3)C(=O)O)C=C1)F 2-((4-((6-((4-cyano-2-fluorophenoxy)methyl)pyridin-2-yl)oxy)piperidin-1-yl)methyl)-1-((1,2-dimethyl-1H-imidazol-5-yl)methyl)-1H-benzo[d]imidazole-6-carboxylic acid formate